C(C1=CC(OC)=C(O)C(OC)=C1)(=O)OCCCC butyl syringate